BrC=1C(=C(C(=O)OC2=C(C(=C(C(=O)OC3=C(C(=C(C(=O)O)C(=C3C)C)C)C)C(=C2)C)C)C)C(=C(C1OC(=O)C=1C(=CC(=C2CCCOC12)O)C)C)C)O 4-((4-((3-bromo-2-hydroxy-4-((5-hydroxy-7-methylchromane-8-carbonyl)oxy)-5,6-dimethylbenzoyl)oxy)-2,3,6-trimethylbenzoyl)oxy)-2,3,5,6-tetramethylbenzoic acid